5-(fluoromethyl)-3-(pent-2-en-3-yl)isoxazole FCC1=CC(=NO1)C(=CC)CC